C[Si](N[Si](CC[Si](OC)(OC)OC)(CC[Si](OC)(OC)OC)C)(C)C tetramethylbis(trimethoxysilylethyl)disilazane